FC1=CC=C(C=C1)CC#N 4-Fluorophenylacetonitril